3,3',3''-((nitrilotris(methylene))tris(benzene-3,1-diyl))tris(2-(pyrrolidin-3-yl-5,5-d2)propanoic acid) N(CC=1C=C(C=CC1)CC(C(=O)O)C1CNC(C1)([2H])[2H])(CC=1C=C(C=CC1)CC(C(=O)O)C1CNC(C1)([2H])[2H])CC=1C=C(C=CC1)CC(C(=O)O)C1CNC(C1)([2H])[2H]